N-[(2S)-1-hydroxy-propan-2-yl]-6-(4-methylphenyl)-2-(1-methyl-1H-pyrazol-4-yl)-3-oxo-2,3-dihydropyridazine-4-carboxamide OC[C@H](C)NC(=O)C=1C(N(N=C(C1)C1=CC=C(C=C1)C)C=1C=NN(C1)C)=O